N-(2-aminoethyl)-3-[3,5-bis(tert-butyl)-4-hydroxyphenyl]propanamide NCCNC(CCC1=CC(=C(C(=C1)C(C)(C)C)O)C(C)(C)C)=O